[BrH2+].N1C=NC=C1 imidazole bromonium salt